6,6'-(((6-(tert-butoxycarbonyl)-3,9,12-trioxa-6-azatetradecane-1,14-diyl)bis(oxy))bis(4,1-phenylene))bis(quinoline-4-carboxylic acid) C(C)(C)(C)OC(=O)N(CCOCCOC1=CC=C(C=C1)C=1C=C2C(=CC=NC2=CC1)C(=O)O)CCOCCOCCOC1=CC=C(C=C1)C=1C=C2C(=CC=NC2=CC1)C(=O)O